4-[5-(2-acetyl-5-fluoropyridin-4-yl)-1H-pyrazole-3-carbonyl]-4-azaspiro[2.5]octane-7-carboxylic acid C(C)(=O)C1=NC=C(C(=C1)C1=CC(=NN1)C(=O)N1C2(CC2)CC(CC1)C(=O)O)F